OCCSSCCO 2-hydroxyethyl disulfide